2-carboxyethyl-phosphonic acid C(=O)(O)CCP(O)(O)=O